COC(=O)C1=CC=C(C=C1)C=1C=2C=CC(=C(C3=CC=C(N3)C(=C3C=CC(C(=C4C=CC1N4)C4=CC=C(C=C4)C(=O)OC)=N3)C3=CC=C(C=C3)C(=O)OC)C3=CC=C(C(=O)NCCCCCC(=O)O)C=C3)N2 6-(4-(10,15,20-tris(4-(methoxycarbonyl)phenyl)porphyrin-5-yl)benzamido)hexanoic acid